BrC1=CC=C2C=C(N(C2=C1)CC1OCC1)CN1CCCCC1 1-((6-bromo-1-(oxetane-2-ylmethyl)-1H-indol-2-yl)methyl)piperidine